C(C)C(COC=1C=C(C=CC1OCC(CCCC)CC)O)CCCC 3,4-bis((2-ethylhexyl)oxy)phenol